OC=1C=C(C=CC1)C1C(=C(NC=2CC(CC(C12)=O)C1=C(C=CC=C1)OC)C)C(=O)OCC(CC)CC 2-ethylbutyl 4-(3-hydroxyphenyl)-7-(2-methoxyphenyl)-2-methyl-5-oxo-1,4,5,6,7,8-hexahydroquinoline-3-carboxylate